ClC=1C=C(C=CC1Cl)NC(CC)=O N-(3',4'-dichlorophenyl)propionamide